2-CYANO-5-METHOXYPHENYLBORONIC ACID C(#N)C1=C(C=C(C=C1)OC)B(O)O